(R)-2-((1-(6-methyl-4-oxo-2-(8-azaspiro[4.5]decan-8-yl)-4H-chromen-8-yl)ethyl)amino)benzoic acid CC=1C=C2C(C=C(OC2=C(C1)[C@@H](C)NC1=C(C(=O)O)C=CC=C1)N1CCC2(CCCC2)CC1)=O